(3-bromo-5-(tert-butyl)phenyl)boronic acid BrC=1C=C(C=C(C1)C(C)(C)C)B(O)O